4-(dimethylamino)-9-(hexadecanoylamino)-3,5,10,12,12a-pentahydroxy-6-methyl-1,11-dioxo-4a,5,5a,6-tetrahydro-4H-tetracene-2-carboxamide CN(C1C(=C(C(C2(C(=C3C(C4=C(C(=CC=C4C(C3C(C12)O)C)NC(CCCCCCCCCCCCCCC)=O)O)=O)O)O)=O)C(=O)N)O)C